(9R,13S)-13-amino-9-methyl-3-{[2-(trimethylsilyl)ethoxy]methyl}-3,4,7-triazatricyclo[12.3.1.02,6]octadeca-1(18),2(6),4,14,16-pentaen-8-one N[C@H]1CCC[C@H](C(NC=2C=NN(C2C=2C=CC=C1C2)COCC[Si](C)(C)C)=O)C